ClC1=NN(C2=C(C=C(C(=C12)CC(=O)OCC)Cl)F)C1OCCCC1 ethyl 2-(3,5-dichloro-7-fluoro-1-(tetrahydro-2H-pyran-2-yl)-1H-indazol-4-yl)acetate